1,3-propyleneglycol monobutyl ether C(CCC)OCCCO